3,7-Dimethyloct-1,6-diene CC(C=C)CCC=C(C)C